C(C)(SCCC=O)=O S-(3-oxopropyl) ethanethioate